N-(3-(1H-pyrazol-4-yl)-1H-indol-7-yl)-3-amino-2-(4-hydroxyphenyl)-propanamide N1N=CC(=C1)C1=CNC2=C(C=CC=C12)NC(C(CN)C1=CC=C(C=C1)O)=O